ClC1=NC(=C(C=2N=C(N=C(C21)OCC(F)(F)F)OC[C@]21CCCN1C[C@@H](C2)F)F)Cl 5,7-dichloro-8-fluoro-2-(((2R,7aS)-2-fluorotetrahydro-1H-pyrrolizin-7a(5H)-yl)methoxy)-4-(2,2,2-trifluoroethoxy)pyrido[4,3-d]pyrimidine